Ethyl (S)-2-amino-2-(2-nitrophenyl)propanoate N[C@@](C(=O)OCC)(C)C1=C(C=CC=C1)[N+](=O)[O-]